(4-bromophenyl)-3-chloro-7-((3,3-difluoroazetidin-1-yl)methyl)-1-methoxy-6-phenyl-5a,6,7,8-tetrahydro-8aH-cyclopenta[4,5]furo[3,2-c]pyridine-8,8a-diol BrC1=CC=C(C=C1)C=1C2=C(C(=NC1Cl)OC)C1(C(O2)C(C(C1O)CN1CC(C1)(F)F)C1=CC=CC=C1)O